COC(=O)C=1C(C=C2N(C(CC=3C=C(C(=NC23)Cl)OCC2CC2)(C)C(C)C)C1)=O Methyl-2-chloro-3-(cyclopropylmethoxy)-6-isopropyl-6-methyl-10-oxo-5,10-dihydro-6H-pyrido[1,2-h][1,7]naphthyridine-9-carboxylate